Naphthalene-2-yl-magnesium bromide C1=C(C=CC2=CC=CC=C12)[Mg]Br